2-(6-((1-(3-(difluoromethyl)-2-fluorophenyl)ethyl)amino)-2-methyl-[1,2,4]triazolo[1',5':1,6]pyrido[2,3-d]pyrimidin-4-yl)acetonitrile FC(C=1C(=C(C=CC1)C(C)NC1=C2C(=NC=N1)N1C(C(=C2)CC#N)=NC(=N1)C)F)F